tert-butyl 4-(((trifluoromethyl)sulfonyl) oxy)-3,6-dihydropyridine-1(2H)-carboxylate FC(S(=O)(=O)OC=1CCN(CC1)C(=O)OC(C)(C)C)(F)F